O=C1NC(CC[C@@H]1N1CC2=CC=C(C(=C2C1=O)F)CNC(OC1CC(C1)C(=O)N1CCCCC1)=O)=O (1s,3s)-3-(piperidine-1-carbonyl)cyclobutyl ((2-(2,6-dioxopiperidin-3-yl)-4-fluoro-3-oxoisoindolin-5-yl)methyl)carbamate